FC1=C(N)C=CC(=C1)C=1SC(=NN1)C1=CC=C(C=C1)OC(F)(F)F 2-fluoro-4-(5-(4-(trifluoromethoxy)phenyl)-1,3,4-thiadiazol-2-yl)aniline